2-(1,2,2,6,6-Pentamethyl-4-piperidyl)-6-(4,4,5,5-tetramethyl-1,3,2-dioxaborolan-2-yl)indazole CN1C(CC(CC1(C)C)N1N=C2C=C(C=CC2=C1)B1OC(C(O1)(C)C)(C)C)(C)C